4,7-diiodobenzotriazole IC1=CC=C(C=2NN=NC21)I